5-methylthiazole CC1=CN=CS1